NC=1C=C(C=C(C1)C(F)(F)F)[C@@H](C)NC1=NC(=NC2=C3C(=C(C=C12)N1CCC(CC1)C(C)(C)O)CCC3)C (R)-2-(1-(4-((1-(3-amino-5-(trifluoromethyl)phenyl)ethyl)amino)-2-methyl-8,9-dihydro-7H-cyclopenta[h]quinazolin-6-yl)piperidin-4-yl)propan-2-ol